NCCOCCOCCC(=O)N[C@H](C(=O)N1[C@@H](C[C@H](C1)O)C(=O)N[C@@H](C)C1=CC=C(C=C1)C1=C(N=CS1)C)C(C)(C)C (2S,4r)-1-((S)-2-(3-(2-(2-aminoethoxy)ethoxy)propionamido)-3,3-dimethylbutyryl)-4-hydroxy-N-((S)-1-(4-(4-methylthiazol-5-yl)phenyl)ethyl)pyrrolidine-2-carboxamide